BrC=1C=C(C(=NC1)C=O)C#CCNC(OCCCC)=O Butyl (3-(5-bromo-2-formylpyridin-3-yl)prop-2-yn-1-yl)carbamate